(7-methoxybenzo[d][1,3]dioxol-5-yl)acrylonitrile COC1=CC(=CC2=C1OCO2)C(C#N)=C